cyclohexane-1,2-dicarboxylic acid diisoamyl ester C(CC(C)C)OC(=O)C1C(CCCC1)C(=O)OCCC(C)C